butylglycidyl Ether C(CCC)OCC1CO1